FC=1C=C(C=2NC3=C(C=C(C=C3C2C1)F)C)C 3,6-difluoro-1,8-dimethyl-9H-carbazole